5-amino-N-{3-fluoro-2-[3-(methoxymethyl)-4-(methylamino)pyrrolidin-1-yl]-5,6,7,8-tetrahydroquinolin-6-yl}-2-methylthieno[2,3-d]pyrimidine-6-carboxamide NC1=C(SC=2N=C(N=CC21)C)C(=O)NC2CC=1C=C(C(=NC1CC2)N2CC(C(C2)NC)COC)F